Methyl (S)-2-((4-(tert-butoxycarbonyl)piperazin-1-yl)methyl)-1-(oxetan-2-ylmethyl)-1H-benzo[d]imidazole-6-carboxylate C(C)(C)(C)OC(=O)N1CCN(CC1)CC1=NC2=C(N1C[C@H]1OCC1)C=C(C=C2)C(=O)OC